2-((5-(2-((R)-6-(((R)-3-(dimethylamino)-2-methyl-3-oxopropyl)(methyl)amino)-2-methylhex-3-yl)-2,6-diazaspiro[3.4]oct-6-yl)-1,2,4-triazin-6-yl)oxy)-N-ethyl-5-fluoro-N-isopropylbenzamide CN(C([C@@H](CN(CCC[C@H](C(C)C)N1CC2(C1)CN(CC2)C=2N=CN=NC2OC2=C(C(=O)N(C(C)C)CC)C=C(C=C2)F)C)C)=O)C